FC=1C=C(C=CC1)N(C(CC=1NN=C2C=CC=CC12)=O)CC1=NC=C(C=C1)C1=NOC(=N1)C(F)(F)F N-(3-fluorophenyl)-2-(2H-indazol-3-yl)-N-({5-[5-(trifluoromethyl)-1,2,4-oxadiazol-3-yl]pyridin-2-yl}methyl)acetamide